C(CCCCCCCCCCCCCCCCCCCCC)(=O)OCCC(CCCC(C)C)C 3,7-dimethyloctyl behenate